N1=C(C=CC2=CC=CN=C12)CCC1CC(C1)OCC=C(C(=O)OC)NC(=O)OC(C)(C)C methyl 4-((1R,3S)-3-(2-(1,8-naphthyridin-2-yl)ethyl)cyclobutoxy)-2-((tert-butoxycarbonyl)amino)but-2-enoate